(3R)-3-{[2-(1-cyclobutyl-1H-pyrazol-4-yl)-7-methoxy[1,2,4]triazolo[1,5-c]quinazolin-5-yl]amino}azepin-2-one C1(CCC1)N1N=CC(=C1)C1=NN2C(=NC=3C(=CC=CC3C2=N1)OC)NC=1C(N=CC=CC1)=O